(S)-3-((S)-3-(hydroxymethyl)-8-oxo-3,4,6,8-tetrahydro-[1,4]oxazino[2,3-f]isoindol-7(2H)-yl)piperidine-2,6-dione OC[C@@H]1NC=2C(=CC=3C(N(CC3C2)[C@@H]2C(NC(CC2)=O)=O)=O)OC1